ClC1=CC(=C(C=C1)C=1NC(=C(N1)C(C)C)C)O 2-(4-chloro-2-hydroxyphenyl)-4-isopropyl-5-methylimidazole